3-(8-amino-5-(3-methylpyridin-4-yl)-2-(pyridin-2-ylmethyl)-[1,2,4]triazolo[1,5-a]pyrazin-6-yl)benzonitrile NC=1C=2N(C(=C(N1)C=1C=C(C#N)C=CC1)C1=C(C=NC=C1)C)N=C(N2)CC2=NC=CC=C2